C1=C(C=CC=2C(C3=CC=C(C=C3C(C12)=O)S(=O)(=O)O)=O)S(=O)(=O)O 9,10-anthraquinone-2,7-disulfonic acid